BrC=1C=C(C(=NC1)/C=C(/C(=O)OCC)\C)[N+](=O)[O-] ethyl (2E)-3-(5-bromo-3-nitropyridin-2-yl)-2-methylprop-2-enoate